2-(4-methoxynaphthalen-1-yl)acetaldehyde COC1=CC=C(C2=CC=CC=C12)CC=O